BrC=1C=C(C=CC1)C1OP(OCC1)(=O)NC1=NC(N(C=C1)[C@@H]1O[C@@H]([C@H](C1(F)F)O)CO)=O 4-((4-(3-bromophenyl)-2-oxido-1,3,2-dioxaphosphinan-2-yl)amino)-1-((2R,4R,5R)-3,3-difluoro-4-hydroxy-5-(hydroxymethyl)tetrahydrofuran-2-yl)pyrimidin-2(1H)-one